ClC1=CC=CC=2N1N=C(C2)[C@H]2N(CCC1=C2N=CN1)C(=O)C=1C=NN2C1C=CC=C2 (S)-(4-(7-chloropyrazolo[1,5-a]pyridin-2-yl)-6,7-dihydro-1H-imidazo[4,5-c]pyridin-5(4H)-yl)(pyrazolo[1,5-a]pyridin-3-yl)methanone